ClC1=C2CCN(CC2=CC(=C1O)Cl)C(=O)OC(C)(C)C tert-butyl 5,7-dichloro-6-hydroxy-3,4-dihydroisoquinoline-2(1H)-carboxylate